NC1=CC(=C(C=C1OC)N1CCC(CC1)N(CCN(CCNC1=C2CN(C(C2=CC=C1)=O)C1C(NC(CC1)=O)=O)C)C)CC 3-[4-[2-[2-[[1-(4-amino-2-ethyl-5-methoxy-phenyl)-4-piperidyl]-methyl-amino]ethyl-methyl-amino]ethylamino]-1-oxo-isoindolin-2-yl]piperidine-2,6-dione